C(C)(C)(C)OC(NC1=C(C=CC(=C1)F)NC(C1=CC=C(C=C1)OCCBr)=O)=O (2-(4-(2-bromoethoxy)benzoylamino)-5-fluorophenyl)carbamic acid tert-butyl ester